copper palmitate salt C(CCCCCCCCCCCCCCC)(=O)[O-].[Cu+2].C(CCCCCCCCCCCCCCC)(=O)[O-]